1-(5-(4-((1r,3s)-3-Hydroxycyclobutoxy)-6-((S)-3-methoxytetrahydrofuran-3-yl)pyridine-2-yl)-7-methylpyrrolo[1,2-c]pyrimidin-3-yl)urea OC1CC(C1)OC1=CC(=NC(=C1)[C@@]1(COCC1)OC)C=1C=C(N2C=NC(=CC21)NC(=O)N)C